ethyl (1R,3aR,4aR,6R,8aR,9S,9aS)-9-((E)-2-(5-(3-fluorophenyl)pyridin-2-yl)vinyl)-1-methyl-3-oxododecahydronaphtho[2,3-C]furan-6-ylcarbamate FC=1C=C(C=CC1)C=1C=CC(=NC1)/C=C/[C@H]1[C@@H]2CC[C@H](C[C@H]2C[C@@H]2[C@H]1[C@H](OC2=O)C)NC(OCC)=O